NC=1N=NC(=CC1N1C[C@H](C(CC1)(F)F)C1=C(C=C(C(=O)O)C=C1)C)C1=C(C=CC=C1)O |o1:9| (R*)-4-(1-(3-Amino-6-(2-hydroxyphenyl)pyridazin-4-yl)-4,4-difluoropiperidin-3-yl)-3-methylbenzoic acid